CC1=CC=2NC3=CC=C(C=C3OC2C=C1CN)C(F)(F)F (2-methyl-7-(trifluoromethyl)-10H-phenoxazin-3-yl)methylamine